N1C(=NC=C1)CCCC(C(=O)N)=C (3-imidazolylpropyl)acrylamide